C=C1CN(CO1)CCC1=CC=CC=C1 5-methylene-3-phenethyloxazolidine